2-chloro-5-(5-((2-(3-chloro-4-methylphenyl)hydrazinylidene)methyl)furan-2-yl)benzoic acid ClC1=C(C(=O)O)C=C(C=C1)C=1OC(=CC1)C=NNC1=CC(=C(C=C1)C)Cl